tetrahydrothiophen-3-yl 2-(5-hydroxy-6-oxo-1,6-dihydropyrimidin-4-yl)-3-(4-((4-(morpholinomethyl)phenyl) ethynyl)phenyl)propanoate OC1=C(N=CNC1=O)C(C(=O)OC1CSCC1)CC1=CC=C(C=C1)C#CC1=CC=C(C=C1)CN1CCOCC1